(L)-6-deoxytalose O=C[C@@H](O)[C@@H](O)[C@@H](O)[C@@H](O)C